(2-((5-Chloro-2-((2-methoxy-4-(piperazin-1-yl)phenyl)amino)pyrimidin-4-yl)amino)phenyl)dimethylphosphine oxide ClC=1C(=NC(=NC1)NC1=C(C=C(C=C1)N1CCNCC1)OC)NC1=C(C=CC=C1)P(C)(C)=O